4-(4-chlorophenyl)-1,2-diphenyl-1,2,4-triazolidine ClC1=CC=C(C=C1)N1CN(N(C1)C1=CC=CC=C1)C1=CC=CC=C1